magnesium chloro-hydroxy naphthoate C1(=CC=CC2=CC=CC=C12)C(=O)OOCl.[Mg]